NC1=CC=C(OC2=NC(=NC(=N2)OC2=CC=C(C=C2)N)OC2=CC=C(C=C2)N)C=C1 2,4,6-tri(4-aminophenoxy)-1,3,5-triazine